C(C)(C)(C)SSC=1SC(=NN1)SSC(C)(C)C 2,5-bis(tert-butyldithio)-1,3,4-thiadiazole